C(=CC)N1CCN(CC1)C1=C(C(=NC2=C(C=CC=C12)OC1=C2C=NNC2=CC=C1C)C=1C=NN(C1)C)C#N 4-(4-Propenylpiperazin-1-yl)-8-((5-methyl-1H-indazol-4-yl)oxy)-2-(1-methyl-1H-pyrazol-4-yl)quinoline-3-carbonitrile